ClC1=NC(=CC(=C1OCOC)C1=CN=CC2=CC=CC=C12)C1=C(C=CC(=C1)Cl)F 4-[2-chloro-6-(5-chloro-2-fluorophenyl)-3-(methoxymethoxy)pyridin-4-yl]isoquinoline